N-[3-[[(2S)-2-amino-5-guanidino-pentanoyl]amino]propyl]-4-[[3-(2,3-difluoro-4-methoxy-phenyl)imidazo[1,2-a]pyrazin-8-yl]amino]-2-ethyl-benzamide N[C@H](C(=O)NCCCNC(C1=C(C=C(C=C1)NC=1C=2N(C=CN1)C(=CN2)C2=C(C(=C(C=C2)OC)F)F)CC)=O)CCCNC(=N)N